(4-((3,4-dihydroisoquinolin-2(1H)-yl)methyl)-4-hydroxypiperidin-1-yl)(3-(pyrrolidin-1-yl)phenyl)methanone C1N(CCC2=CC=CC=C12)CC1(CCN(CC1)C(=O)C1=CC(=CC=C1)N1CCCC1)O